Ethyl-4-((3-mercaptopropyl)thio)-6-methoxy-3-pentyl-1,2,3,4-tetrahydroquinoline-2-carboxylate C(C)OC(=O)C1NC2=CC=C(C=C2C(C1CCCCC)SCCCS)OC